N1(CCCCCC1)C1=C(N=NC(=C1)Cl)C(=O)OC methyl 4-(azepan-1-yl)-6-chloropyridazine-3-carboxylate